Ethyl 4-dodecyloxy-3-methoxybenzoate C(CCCCCCCCCCC)OC1=C(C=C(C(=O)OCC)C=C1)OC